N1(CCN(CCN(CCN(CC1)[C@@H](C(=O)O)C)[C@@H](C(=O)O)C)[C@@H](C(=O)O)C)[C@@H](C(=O)O)C (2R,2'R,2''R,2'''R)-2,2',2'',2'''-(1,4,7,10-tetraazacyclododecane-1,4,7,10-tetrayl)tetrapropionic acid